C(C#C)OCCOCCOCCOCCOCCOS(=O)(=O)C1=CC=C(C=C1)C.OCCN1C(C=CC1=O)=O N-(2-hydroxyethyl)maleimide 2-(2-(2-(2-(2-(Prop-2-ynyloxy)ethoxy)ethoxy)ethoxy)ethoxy)ethyl-4-methylbenzenesulfonate